1-β-aminoethyl-2-(methyl)imidazole Tert-butyl-(2-(4-acetamidobenzamido)phenyl)carbamate C(C)(C)(C)N(C(O)=O)C1=C(C=CC=C1)NC(C1=CC=C(C=C1)NC(C)=O)=O.NCCN1C(=NC=C1)C